2-[(2S,4R)-2-{[(S)-(4-cyclopropyl-3-fluorophenyl)(phenyl) methyl]carbamoyl}-4-fluoropyrrolidin-1-yl]-2-oxoethyl 4-(2-methoxyethyl)piperazine-1-carboxylate COCCN1CCN(CC1)C(=O)OCC(=O)N1[C@@H](C[C@H](C1)F)C(N[C@@H](C1=CC=CC=C1)C1=CC(=C(C=C1)C1CC1)F)=O